2-methyl-5-(pyridin-4-yl)-N-(3-(2-oxopropyl)-1,2,4-thiadiazol-5-yl)furan-3-carboxamide sodium hydroxide carbonate C(O)(O)=O.[OH-].[Na+].CC=1OC(=CC1C(=O)NC1=NC(=NS1)CC(C)=O)C1=CC=NC=C1